2-methyl-3-(3-{2-[5-(propan-2-yloxy)-1H-indazol-3-yl]pyrimidin-4-yl}-1H-pyrazole-1-yl)propan-1-amine CC(CN)CN1N=C(C=C1)C1=NC(=NC=C1)C1=NNC2=CC=C(C=C12)OC(C)C